1,4-dibromo-2-chloro-5-methyl-benzene BrC1=C(C=C(C(=C1)C)Br)Cl